C(=O)(O)C1=CC=C(C=C1)C1=C2NC(=C1)C=C1C=CC(=N1)C=C1C=CC(N1)=CC=1C=CC(N1)=C2 (4-carboxyphenyl)-porphine